4-methyl-4,5,6,7-tetrahydrobenzo[b]thiophene-3-carbonitrile CC1CCCC=2SC=C(C21)C#N